C(C=C)(=O)N1[C@H](CN(CC1)C1=NC(=NC2=C(C(=CC=C12)C1=CC=CC2=CC=C(C(=C12)Cl)F)F)OCC1(CC1)CN1CCCC1)CC#N (S)-2-(1-acryloyl-4-(7-(8-chloro-7-fluoronaphthalen-1-yl)-8-fluoro-2-((1-(pyrrolidin-1-ylmethyl)cyclopropyl)methoxy)quinazolin-4-yl)piperazin-2-yl)acetonitrile